FC1=C(C=C2C=CC(NC2=C1)=O)CN[C@@H]1[C@@H](C[C@H](CC1)NCC=1C=2N(C=CC1)C=CN2)O 7-Fluoro-6-((((1S,2R,4S)-2-hydroxy-4-((imidazo[1,2-a]pyridin-8-ylmethyl)amino)cyclohexyl)amino)methyl)-quinolin-2(1H)-one